bis(7-hexyl-9H-fluoren-2-yl)-2,2'-bithiophene C(CCCCC)C1=CC=C2C=3C=CC(=CC3CC2=C1)C=1C(=C(SC1)C=1SC=CC1)C1=CC=2CC3=CC(=CC=C3C2C=C1)CCCCCC